bicyclo[3.1.0]hexan-6-amine C12CCCC2C1N